(2R,3R)-N-(2-amino-4-(4-(trifluoromethyl)phenethyl)phenyl)-2,3-difluoroheptanamide NC1=C(C=CC(=C1)CCC1=CC=C(C=C1)C(F)(F)F)NC([C@H]([C@@H](CCCC)F)F)=O